2-[[4-[2-[(2,6-dimethylpyrimidin-4-yl)amino]pyrazolo[1,5-a]pyridin-5-yl]-6-methyl-3-pyridyl]oxymethyl]-1,1,1,3,3,3-hexafluoro-propan-2-ol CC1=NC(=CC(=N1)NC1=NN2C(C=C(C=C2)C2=C(C=NC(=C2)C)OCC(C(F)(F)F)(C(F)(F)F)O)=C1)C